NC=1C=CC(=C(C1)S(=O)(=O)NCC1=C(C=C(C=C1)OC)OC)C=1OC(=NN1)C 5-amino-2-(5-methyl-1,3,4-oxadiazole-2-yl)-N-(2,4-Dimethoxybenzyl)benzenesulfonamide